2-(methylsulfanyl)pyrido[2,3-d]pyrimidin-7(8H)-one CSC=1N=CC2=C(N1)NC(C=C2)=O